1-[(8aS)-4-Chloro-5-(5-methyl-1H-indazol-4-yl)-8a,9,11,12-tetrahydropyrazino-[2',1':3,4][1,4]oxazepino[5,6,7-de]quinazolin-10(8H)-yl]prop-2-en-1-one ClC1=C(C=C2C3=C(N=CN=C13)N1[C@H](CO2)CN(CC1)C(C=C)=O)C1=C2C=NNC2=CC=C1C